[N+](=O)([O-])C1=C(C=CC=C1)NC(C=C)=O N-(2-nitrophenyl)propan-2-enamide